BrC=1C(=NC(=C(C1)C(F)(F)F)C)C1CCC(CC1)(F)F 3-bromo-2-(4,4-difluorocyclohexyl)-6-methyl-5-(trifluoromethyl)pyridine